COC=1C=C2C=NN(C2=C(C1)NS(=O)(=O)C=1C=NC(=CC1)N1N=CC(=C1)C(F)(F)F)C N-(5-METHOXY-1-METHYLINDAZOL-7-YL)-6-[4-(TRIFLUOROMETHYL)PYRAZOL-1-YL]PYRIDINE-3-SULFONAMIDE